5-(4-((3-ethyl-5-methoxy-2,4-dioxo-1,2,3,4-tetrahydroquinazolin-7-yl)methyl)piperazin-1-yl)-6-fluoro-N-methylpyridineamide C(C)N1C(NC2=CC(=CC(=C2C1=O)OC)CN1CCN(CC1)C=1C=CC(=NC1F)C(=O)NC)=O